2-(pyridin-3-yl)imidazo[1,2-b]pyridazine-8-carboxylic acid ethyl ester C(C)OC(=O)C=1C=2N(N=CC1)C=C(N2)C=2C=NC=CC2